C(C)OC1=CC=C(C=C1)C 1-ethoxy-4-methylbenzene